butyl ((1r,4r)-4-((1-(2-(2,6-dioxopiperidin-3-yl)-1,3-dioxoisoindolin-4-yl)piperidin-4-yl)oxy)cyclohexyl)carbamate O=C1NC(CCC1N1C(C2=CC=CC(=C2C1=O)N1CCC(CC1)OC1CCC(CC1)NC(OCCCC)=O)=O)=O